NC1=C(C=CC=C1)NC(CCN1C(NC2=CC=CC=C2C1=O)C1=C(C=CC=C1)F)=O N-(2-aminophenyl)-3-(2-(2-fluorophenyl)-4-oxo-1,4-dihydroquinazolin-3(2H)-yl)propanamide